4-(tert-butyl)-2-iodo-1-methoxybenzene C(C)(C)(C)C1=CC(=C(C=C1)OC)I